6-butyl-5-(2,6-dimethoxyphenyl)-3-[4-(diphenylmethyl)piperazine-1-carbonyl]pyridine-2,4-diol C(CCC)C1=C(C(=C(C(=N1)O)C(=O)N1CCN(CC1)C(C1=CC=CC=C1)C1=CC=CC=C1)O)C1=C(C=CC=C1OC)OC